C(C)(C)N1CCC=2C1=CN=C(C2)C2=NSC(=N2)NC2=NC=CN=C2NC N2-(3-(1-Isopropyl-2,3-dihydro-1H-pyrrolo[2,3-c]pyridin-5-yl)-1,2,4-thiadiazol-5-yl)-N3-methylpyrazine-2,3-diamine